(2S)-1-[2-[(3S)-3-[(6-fluoro-5-quinolyl)amino]pyrrolidin-1-yl]acetyl]pyrrolidine-2-carbonitrile FC=1C(=C2C=CC=NC2=CC1)N[C@@H]1CN(CC1)CC(=O)N1[C@@H](CCC1)C#N